CCCCOC1=CC=C(C=C1)O p-butoxyphenol